C(C1=CC=CC=C1)OC1=CC2=C(N(N=C2C=C1)C)C(=O)NC1(CCC1)C(N)=O 5-(benzyloxy)-N-(1-carbamoylcyclobutyl)-2-methyl-2H-indazole-3-carboxamide